CN(C(CC=O)=O)C N,N-dimethyl-3-oxopropionamide